3,4-dihydroxycinnamaldehyde OC=1C=C(C=CC=O)C=CC1O